N-[4-[4-(azepan-1-yl)phenoxy]-6-(2,6-dimethylphenyl)pyrimidin-2-yl]-1-methyl-pyrazole-4-sulfonamide N1(CCCCCC1)C1=CC=C(OC2=NC(=NC(=C2)C2=C(C=CC=C2C)C)NS(=O)(=O)C=2C=NN(C2)C)C=C1